bis(2,2-dimethyl-1,3-dioxolan-4-yl)methyl methanesulfonate CS(=O)(=O)OC(C1OC(OC1)(C)C)C1OC(OC1)(C)C